ClC=1C=C2C(CCC(N2C1)C(=O)NC=1SC(=CN1)C1=CC=C(C=C1)OC(F)(F)F)=O 2-chloro-8-oxo-N-[5-[4-(trifluoromethoxy)phenyl]thiazol-2-yl]-6,7-dihydro-5H-indolizine-5-carboxamide